FC1=CC=C(CCC2=NNC=C2CC(CN)NC)C=C1 1-((3-(4-fluorophenethyl)-1H-pyrazol-4-yl)methyl)-N1-methyl-ethane-1,2-diamine